O1C2=C(C=C1)C=CC=C1C=CC=C12 Azuleno[4,5-b]furan